4-phenoxypyridin-3-amine O(C1=CC=CC=C1)C1=C(C=NC=C1)N